4-(5-(((1R,4R)-5-(8-cyanoquinolin-5-yl)-2,5-diazabicyclo[2.2.1]hept-2-yl)methyl)pyridin-2-yl)piperazine-1-carboxylic acid tert-butyl ester C(C)(C)(C)OC(=O)N1CCN(CC1)C1=NC=C(C=C1)CN1[C@H]2CN([C@@H](C1)C2)C2=C1C=CC=NC1=C(C=C2)C#N